5-propyl-2-[1-[3-[3-(trifluoromethoxy)phenyl]prop-2-ynyl]pyrazol-4-yl]-3H-imidazo[2,1-b]purin C(CC)N1C=2N(C3=NC(NC3=C1)C=1C=NN(C1)CC#CC1=CC(=CC=C1)OC(F)(F)F)C=CN2